(3-hydroxy)-propylhydrazine OCCCNN